S(=O)([O-])[O-].[NH4+].C(CCCCCCCCCCCCCCC)C(C(C)(C)O)OCCO.[NH4+] Cetyl-dimethyl-diethylene glycol ammonium sulfite